FC(C=1C=C(CSC2=NN=C3N2C(=CC(N3)=O)CCC)C=CC1)F 3-{[3-(difluoromethyl)benzyl]sulfanyl}-5-propyl-[1,2,4]triazolo[4,3-a]pyrimidin-7(8H)-one